N-(1-(1-(difluoromethyl)-1H-benzo[d]imidazol-2-yl)piperidin-4-yl)-1-(3,5-difluorophenyl)-3-methyl-1H-indazol-5-amine FC(N1C(=NC2=C1C=CC=C2)N2CCC(CC2)NC=2C=C1C(=NN(C1=CC2)C2=CC(=CC(=C2)F)F)C)F